CC1([C@H]2CN([C@@H]([C@@H]12)C(=O)O)C([C@@H](NS(=O)(=O)C)C(C)(C)C)=O)C (1R,2S,5S)-6,6-dimethyl-3-[3-methyl-N-(methylsulfonyl)-L-valyl]-3-azabicyclo[3.1.0]hexane-2-carboxylic acid